N-[(1R)-1-[3-[1-(Difluoromethyl)pyrazol-4-yl]-4-methoxy-phenyl]ethyl]-2-methyl-5-(4-methylpiperazin-1-yl)benzamide FC(N1N=CC(=C1)C=1C=C(C=CC1OC)[C@@H](C)NC(C1=C(C=CC(=C1)N1CCN(CC1)C)C)=O)F